methyl-4-(trifluoromethyl)-1H-imidazol CN1C=NC(=C1)C(F)(F)F